(R)-5-(2-(dimethylamino)ethoxy)-N-(1-(2-(1-(2-(dimethylamino)ethyl)-1H-pyrazol-4-yl)quinolin-4-yl)ethyl)-2-methylbenzamide CN(CCOC=1C=CC(=C(C(=O)N[C@H](C)C2=CC(=NC3=CC=CC=C23)C=2C=NN(C2)CCN(C)C)C1)C)C